N-(8-methoxy-4-methyl-2-oxo-1H-quinolin-6-yl)-2-(1-methyl-2-azabicyclo[2.1.1]hex-2-yl)-5,7-dihydrofuro[3,4-b]pyridine-3-carboxamide COC=1C=C(C=C2C(=CC(NC12)=O)C)NC(=O)C=1C=C2C(=NC1N1C3(CC(C1)C3)C)COC2